COC(CCCC=1C=NC=CC1)OC 3-(4,4-dimethoxybutyl)pyridine